3-((S)-3-((S)-8-(3-(6-aminopyridin-3-yl)phenylsulfonyl)-1-oxa-8-azaspiro[4.5]decan-3-ylamino)-2-hydroxypropoxy)-N-methylbenzenesulfonamide NC1=CC=C(C=N1)C=1C=C(C=CC1)S(=O)(=O)N1CCC2(C[C@@H](CO2)NC[C@@H](COC=2C=C(C=CC2)S(=O)(=O)NC)O)CC1